iodoxybenzene bis(trifluoroacetate) FC(C(=O)O)(F)F.FC(C(=O)O)(F)F.I(=O)(=O)C1=CC=CC=C1